N1C=NC(=C1)CCNC(\C=C/C=1N=CNC1)=O (Z)-N-(2-(1H-imidazol-4-yl)ethyl)-3-(1H-imidazol-4-yl)acrylamide